(R)-2-(4,4-difluoroazepan-1-yl)-5-(2,3-dihydrobenzo[b][1,4]dioxin-6-yl)-4-methyl-N-(3-(S-methyl-N-(methylglycyl)sulfonimidoyl)phenyl)nicotinamide FC1(CCN(CCC1)C1=C(C(=O)NC2=CC(=CC=C2)[S@@](=O)(=NC(CNC)=O)C)C(=C(C=N1)C1=CC2=C(OCCO2)C=C1)C)F